N1(N=CN=C1)CCN1C=C(C=2C1=NC(=CC2)C#N)C2=CC(=C(C=C2)Cl)F 1-(2-(1H-1,2,4-triazol-1-yl)ethyl)-3-(4-chloro-3-fluorophenyl)-1H-pyrrolo[2,3-b]pyridine-6-carbonitrile